1,3,5-Tris(bromomethyl)-2,4,6-trimethylbenzene BrCC1=C(C(=C(C(=C1C)CBr)C)CBr)C